C(C1=CC=CC=C1)OC1=C(C=C(C=C1)C(CBr)O)NC=O N-(2-(benzyloxy)-5-(2-bromo-1-hydroxyethyl)phenyl)formamide